C(CCCCCCCCCC)(=O)O[C@@H]1[C@](O[C@H](C1)N1C2=NC(=NC(=C2N=C1)N)F)(COC(CCCCCCCCCC)=O)C#C (2R,3S,5R)-5-(6-amino-2-fluoro-9H-purin-9-yl)-2-ethynyl-2-((undecanoyloxy)methyl)tetrahydrofuran-3-yl undecanoate